ethyl 2-(4-{acetyl [(1-methoxycyclobutyl) methyl] amino} piperidin-1-yl)-6-azaspiro[3.4]octane-6-carboxylate C(C)(=O)N(C1CCN(CC1)C1CC2(C1)CN(CC2)C(=O)OCC)CC2(CCC2)OC